5-bromo-1-[(3-methyloxetan-3-yl)methyl]indazole BrC=1C=C2C=NN(C2=CC1)CC1(COC1)C